N1(C=NC=C1)C1=CC=C(OC2CCN(CC2)C(=O)C2=CC=C(C=C2)C2(COC2)O)C=C1 (4-(4-(1H-imidazol-1-yl)phenoxy)piperidin-1-yl)(4-(3-hydroxyoxetan-3-yl)phenyl)methanone